tertiary-butyl-sulfinamide C(C)(C)(C)S(=O)N